OP(O)OP(O)O.C(C)(C)(C)C1=C(C(=CC(=C1)CC)C(C)(C)C)C(O)(C(CO)(CO)CO)C1=C(C=C(C=C1C(C)(C)C)CC)C(C)(C)C di(2,6-di-t-butyl-4-ethylphenyl)pentaerythritol diphosphite